O1C(=NC2=C1C=CC=C2)C=2N=C(N(C(C2O)=O)C)N2[C@H](C1=CC(=CC=C1CC2)C(=O)O)C2=C(C=CC=C2)F (R)-2-(4-(benzo[d]oxazol-2-yl)-5-hydroxy-1-methyl-6-oxo-1,6-dihydropyrimidin-2-yl)-1-(2-fluorophenyl)-1,2,3,4-tetrahydroisoquinoline-7-carboxylic acid